C(CCCCCCC\C=C/C\C=C/CCCCC)OCCCNCCCCCCCC\C=C/C\C=C/CCCCC (9Z,12Z)-N-(3-(((9Z,12Z)-octadeca-9,12-dien-1-yl)oxy)propyl)octadeca-9,12-dien-1-amine